COC1=C(C(=NC=C1C)CS(=O)C1=NC2=C(N1)C=CC(=C2)OC(CCCCCBr)=O)C 6-Bromohexanoic acid 2-(((4-methoxy-3,5-dimethylpyridin-2-yl) methyl) sulfinyl)-1H-benzo[d]imidazol-5-yl ester